racemic-tert-butyl trans-(3-carbamoylcyclohexyl)carbamate C(N)(=O)[C@@H]1C[C@H](CCC1)NC(OC(C)(C)C)=O |r|